C1(CC1)N1N=CC(=C1)S(=O)(=O)NC(NC1=C2CCCC2=CC(=C1C1=CC=2N(C=C1)N=CC2)C)=O 1-cyclopropyl-N-((6-methyl-5-(pyrazolo[1,5-a]pyridin-5-yl)-2,3-dihydro-1H-inden-4-yl)carbamoyl)-1H-pyrazole-4-sulfonamide